1-((1s,3s)-3-(3-azabicyclo[4.1.0]hept-3-yl)-3-methylcyclobutyl)-6-bromo-5-fluoro-3,3-dimethyl-1,3-dihydro-2H-pyrrolo[3,2-b]pyridin-2-one [C@H]12CN(CCC2C1)C1(CC(C1)N1C(C(C2=NC(=C(C=C21)Br)F)(C)C)=O)C